OCCN(C(C=C)=O)CC1CN(C=2N(C1)N=CC2)C2=CC=C(C=C2)C(F)(F)F N-(2-hydroxyethyl)-N-((4-(4-(trifluoromethyl)phenyl)-4,5,6,7-tetrahydropyrazolo[1,5-a]pyrimidin-6-yl)methyl)acrylamide